(2-(4-methyl-1-(4-azaspiro[2.5]octan-7-yl)-1H-pyrazol-3-yl)-1,6-naphthyridin-7-yl)methanamine CC=1C(=NN(C1)C1CCNC2(CC2)C1)C1=NC2=CC(=NC=C2C=C1)CN